N-xanthylamide C1=CC=CC=2OC3=CC=CC=C3C(C12)[NH-]